Sodium (2S)-1-hydroxy-2-((S)-4-methyl-2-((((1-(methylsulfonyl)azetidin-3-yl)methoxy) carbonyl)amino)pentanamido)-3-((R)-2-oxopyrrolidin-3-yl)propane-1-sulfonate OC([C@H](C[C@@H]1C(NCC1)=O)NC([C@H](CC(C)C)NC(=O)OCC1CN(C1)S(=O)(=O)C)=O)S(=O)(=O)[O-].[Na+]